C(C)(C)(C)OC(=O)N1CCC(=CC1)C=1C=CC=2N(C(N=C(N2)C=2C=C(C=3N(C2)C=C(N3)C)F)=O)C1 4-(2-(8-fluoro-2-methylimidazo[1,2-a]pyridin-6-yl)-4-oxo-4H-pyrido[1,2-a][1,3,5]triazin-7-yl)-3,6-dihydropyridine-1(2H)-carboxylic acid tert-butyl ester